2-cyano-N-(1-cyanocyclopropyl)-5-[3-[5-(1,1,2,3,3,3-hexafluoropropoxy)-2-methyl-4-(trifluoromethyl)pyrazol-3-yl]isoxazol-5-yl]-N-methyl-thiophene-3-carboxamide C(#N)C=1SC(=CC1C(=O)N(C)C1(CC1)C#N)C1=CC(=NO1)C=1N(N=C(C1C(F)(F)F)OC(C(C(F)(F)F)F)(F)F)C